1-(3-bromophenyl)-1H-imidazole BrC=1C=C(C=CC1)N1C=NC=C1